tert-butyl (3-(N,N-dimethylsulfamoyl)-4-(trifluoromethyl)phenyl)carbamate CN(S(=O)(=O)C=1C=C(C=CC1C(F)(F)F)NC(OC(C)(C)C)=O)C